tert-butyl 4-(2-(methyl (2,2,6,6-tetramethylpiperidin-4-yl) amino)-5H-isochromeno[3,4-d]thiazol-7-yl)-1H-imidazole-1-carboxylate CN(C=1SC2=C(N1)OCC=1C=C(C=CC12)C=1N=CN(C1)C(=O)OC(C)(C)C)C1CC(NC(C1)(C)C)(C)C